CN1[C@@H](CCC1)COC1=NC=C(C=2CNCCC12)C#N ((S)-1-methylpyrrolidin-2-yl)methoxy-5,6,7,8-tetrahydro-2,6-naphthyridine-4-carbonitrile